COC1=CC=C(C=C1)CN1C(C2=CC=CC=C2C1)=O 2-(4-methoxyphenylmethyl)isoindolin-1-one